3-(2-Hydroxyphenyl)Propane-1,3-dione OC1=C(C=CC=C1)C(CC=O)=O